[N+](=O)([O-])C=1C(=NC=CC1)N 3-nitro-pyridin-2-amine